S1C(=NC2=C1C=CC=C2)NC2=C(C=C(N=N2)N(C=2SC(=C(N2)C(=O)OCC)N2CCC(CC2)COC2=CC=CC=C2)C)C ethyl 2-({6-[(1,3-benzothiazol-2-yl) amino]-5-methylpyridazin-3-yl} (methyl) amino)-5-[4-(phenoxymethyl) piperidin-1-yl]-1,3-thiazole-4-carboxylate